1-(4-(1-Methyl-4-(trifluoromethyl)-1H-imidazol-2-yl)benzyl)-6-(pyrimidin-5-yl)-1,3-dihydro-2H-imidazo[4,5-c]pyridin-2-one CN1C(=NC(=C1)C(F)(F)F)C1=CC=C(CN2C(NC=3C=NC(=CC32)C=3C=NC=NC3)=O)C=C1